(E)-N-(1-(2-(3-(hydroxyamino)-3-oxoprop-1-en-1-yl)phenyl)piperidin-4-yl)-1,6-naphthyridine-2-carboxamide ONC(/C=C/C1=C(C=CC=C1)N1CCC(CC1)NC(=O)C1=NC2=CC=NC=C2C=C1)=O